C1(CC1)N1N=CC(=C1)[C@@H]1O[C@@H](CN(C1)C1=NC(=C2N=C(N(C2=N1)COCC[Si](C)(C)C)N(C)C)C1=C(C=C(C=C1)C(F)(F)F)F)C 2-((2S,6R)-2-(1-cyclopropyl-1H-pyrazol-4-yl)-6-methylmorpholino)-6-(2-fluoro-4-(trifluoromethyl)phenyl)-N,N-dimethyl-9-((2-(trimethylsilyl)ethoxy)methyl)-9H-purin-8-amine